N-(5-(cis-3-(4,4-dimethyl-2-oxoimidazolidin-1-yl)cyclopentyl)-1H-pyrazol-3-yl)-2-(3-methylisoxazol-5-yl)acetamide CC1(NC(N(C1)[C@H]1C[C@H](CC1)C1=CC(=NN1)NC(CC1=CC(=NO1)C)=O)=O)C